COC1=NC=CC(=N1)C1=CC=C(C=C1)C(C)N1N=CC2=C(C=CC(=C12)C(=O)NC1CC2(CC(C2)C(=O)O)C1)C#CC 6-(1-(1-(4-(2-methoxypyrimidin-4-yl)phenyl)ethyl)-4-(propan-1-yn-1-yl)-1H-indazole-7-carboxamido)spiro[3.3]heptane-2-carboxylic acid